BrC=1SC2=NC(=CC(=C2N1)CO)OC (2-bromo-5-methoxythiazolo[5,4-b]pyridin-7-yl)methanol